tris(4-(pyridine-4-yl)phenyl)amine N1=CC=C(C=C1)C1=CC=C(C=C1)N(C1=CC=C(C=C1)C1=CC=NC=C1)C1=CC=C(C=C1)C1=CC=NC=C1